COC=1C(=NC(=C(N1)CCCCC)OC)C=O 3,6-dimethoxy-5-pentylpyrazine-2-carbaldehyde